allyl (2-phenyl-cyclohexyl) carbonate C(OCC=C)(OC1C(CCCC1)C1=CC=CC=C1)=O